NC(C(=O)O)CCCC amino-hexanoic acid